FC(C1=NN=C(O1)C=1C=NC(=NC1)N(C(OCC(=O)N(C)C)=O)C1(CC1)C1=CC=C(C=C1)F)F 2-(dimethylamino)-2-oxoethyl (5-(5-(difluoromethyl)-1,3,4-oxadiazol-2-yl)pyrimidin-2-yl)(1-(4-fluorophenyl)cyclopropyl)carbamate